Cl.FC(CC[C@H]1CNCC1)F 3-(R)-(3,3-difluoropropyl)pyrrolidine hydrochloride